2-(isoindolin-2-ylmethyl)-5-((4-(oxetan-3-ylsulfonyl)benzyl)oxy)-4H-pyran-4-one C1N(CC2=CC=CC=C12)CC=1OC=C(C(C1)=O)OCC1=CC=C(C=C1)S(=O)(=O)C1COC1